OCC1(CCOCC1)NC(=O)C1=C(OC2=CN=C(C=C21)OCC2=C(N=CS2)C)C N-[4-(hydroxymethyl)oxan-4-yl]-2-methyl-5-[(4-methyl-1,3-thiazol-5-yl)methoxy]furo[2,3-c]pyridine-3-carboxamide